S(=O)(=O)(O)OC1=CC=CC=C1C o-cresol-sulfate